3-chloro-5-{2-[(2s,4r)-4-[(4-methanesulfonylphenoxy)methyl]-2-methylpyrrolidin-1-yl]ethyl}benzonitrile ClC=1C=C(C#N)C=C(C1)CCN1[C@H](C[C@H](C1)COC1=CC=C(C=C1)S(=O)(=O)C)C